2-acetyl-3-methyl-quinoxaline-1,4-dioxide C(C)(=O)C1=[N+](C2=CC=CC=C2[N+](=C1C)[O-])[O-]